3-(2-(5-(4-hydroxybenzylidene)-3-(4-bromophenyl)-4-oxothiazolidin-2-ylidene)hydrazono)-5-fluoro-1H-indol-2-one OC1=CC=C(C=C2C(N(C(S2)=NN=C2C(NC3=CC=C(C=C23)F)=O)C2=CC=C(C=C2)Br)=O)C=C1